FC(CC[N-]C)F (2,2-difluoroethyl)N,N-dimethylamide